NC=1C(=CC(=C(C1)NC1=NC=CC(=N1)N1C(N(C2=C1C=CC=C2)CC2CC2)=O)OC)N(C)CCN(C)C 1-(2-((5-Amino-4-((2-(dimethylamino)ethyl)(methyl)amino)-2-methoxyphenyl)amino)pyrimidin-4-yl)-3-(cyclopropylmethyl)-1,3-dihydro-2H-benzo[d]imidazol-2-one